(4-Ethyl-3-(hydroxymethyl)-5-oxo-4,5-dihydro-1H-1,2,4-triazol-1-yl)-2-(3-Fluorophenyl)-4-(2-hydroxyPhenylprop-2-yl)isoquinolin-1(2H)-one C(C)N1C(=NN(C1=O)C=1N(C(C2=CC=CC=C2C1C(C)CC1=C(C=CC=C1)O)=O)C1=CC(=CC=C1)F)CO